N-[(1S)-1-{6-[(3R)-3,4-dimethylpiperazin-1-yl]pyridin-2-yl}-2-hydroxyethyl]propionamide C[C@@H]1CN(CCN1C)C1=CC=CC(=N1)[C@@H](CO)NC(CC)=O